2-[6-amino-5-[8-[2-[3-[(1r,5r)-2-oxa-6-azabicyclo[3.2.0]heptan-6-yl]prop-1-ynyl]-4-pyridinyl]-3,8-diazabicyclo[3.2.1]oct-3-yl]pyridazin-3-yl]phenol NC1=C(C=C(N=N1)C1=C(C=CC=C1)O)N1CC2CCC(C1)N2C2=CC(=NC=C2)C#CCN2[C@@H]1CCO[C@@H]1C2